N-[(E)-[(2,6-dichlorophenyl)-(2,2-difluoro-5-azaspiro[2.3]hexan-5-yl)methylene]amino]-4-methyl-benzenesulfonamide ClC1=C(C(=CC=C1)Cl)/C(/N1CC2(C(C2)(F)F)C1)=N\NS(=O)(=O)C1=CC=C(C=C1)C